ClC1=CC(=C(O[C@H](C(=O)O)C)C=C1)C=1OC=CN1 (S)-2-[4-chloro-2-(1,3-oxazol-2-yl)phenoxy]propionic acid